sulfanediyldi(2-aminobutyric acid) S(C(C(=O)O)(CC)N)C(C(=O)O)(CC)N